(3,5-difluoro-4-((6-methoxy-7-(trifluoromethoxy)quinolin-4-yl)oxy)phenyl)-4-methoxypyridine-3-carboxamide FC=1C=C(C=C(C1OC1=CC=NC2=CC(=C(C=C12)OC)OC(F)(F)F)F)C1=NC=CC(=C1C(=O)N)OC